FC1=C(C(=CC(=C1)F)OC[C@@H](C)O)C=1C2=C(C(=NC1C1=NN3C(CNC[C@@H]3C)=C1)OS(=O)(=O)C(F)(F)F)C=CS2 [7-[2,4-difluoro-6-[(2R)-2-hydroxypropoxy]phenyl]-6-[(7S)-7-methyl-4,5,6,7-tetrahydropyrazolo[1,5-a]pyrazin-2-yl]thieno[3,2-c]pyridin-4-yl]trifluoromethanesulfonic acid